methyl N,N-diethyl-thiocarbamate C(C)N(C(OC)=S)CC